(R)-3-(3-cyano-4-fluorophenyl)-1-(8,9-difluoro-6-oxo-1,4,5,6-tetrahydro-2H-pyrano[3,4-c]isoquinolin-1-yl)-1-isobutyl-urea C(#N)C=1C=C(C=CC1F)NC(N(CC(C)C)[C@H]1COCC=2NC(C=3C=C(C(=CC3C21)F)F)=O)=O